tert-Butyl (S)-3-(1-(4'-cyano-[1,1'-biphenyl]-4-yl)-2-oxo-1,2-dihydro-3H-imidazo[4,5-b]pyridin-3-yl)pyrrolidine-1-carboxylate C(#N)C1=CC=C(C=C1)C1=CC=C(C=C1)N1C(N(C2=NC=CC=C21)[C@@H]2CN(CC2)C(=O)OC(C)(C)C)=O